CCCCCCC(CC=CC=CCCCCCC)OC1=CC=C(C=C1)CCC(C)=O 4-(4-((octadeca-9,11-dien-7-yl)oxy)phenyl)butan-2-one